11-Hydroxy-tetracosa-13,16-dienoic acid OC(CCCCCCCCCC(=O)O)CC=CCC=CCCCCCCC